N(=NC(C)(OCC)C1=CC=CC=C1)C(C)(C1=CC=CC=C1)OCC azobis(1-ethoxy-1-phenylethane)